4-Amino-7-chloro-1,3-dihydrofuro[3,4-c]quinoline-8-carboxylic acid NC1=NC=2C=C(C(=CC2C2=C1COC2)C(=O)O)Cl